C(C)(C)OC=1C(=C2C(=NC=NC2=CC1)N)N1[C@H]2CCN([C@H]2C1)C 6-isopropoxy-5-((1s,5s)-2-methyl-2,6-diazabicyclo[3.2.0]hept-6-yl)quinazolin-4-amine